trichloromelamine C1(=NC(=NC(=N1)NCl)NCl)NCl